(3-fluoro-2-nitrophenyl)(methyl)sulfane FC=1C(=C(C=CC1)SC)[N+](=O)[O-]